NC(C[C@H](C(=O)NCC[C@H](C(=O)OC)C)NC(CCCCCCCCCCCCC)=O)=O Methyl (R)-4-((R)-4-amino-4-oxo-2-tetradecanamidobutanamido)-2-methylbutanoate